[P].[Na].[Fe].CC=1N=CNC1 4-Methyl-Imidazole Iron-Sodium Phosphorus